BrC=1C(=C(C=CC1OCOC)/C=C/C=1SC2=C(N1)C=C(C(=C2)[N+](=O)[O-])C)OC (E)-2-(3-bromo-2-methoxy-4-(methoxymethoxy)phenylvinyl)-5-methyl-6-nitrobenzothiazole